5-[(5-bromopentyl)oxy]-6-methyl-1-phenyl-4,5-dihydropyrazolo[3,4-d]pyrimidin-4-one BrCCCCCON1C(=NC2=C(C1=O)C=NN2C2=CC=CC=C2)C